ethyl 3-{3-[1-(6-hydroxy-2,2-dioxo-2H-1,2λ6,3-benzoxathiazin-3(4H)-yl)ethyl]-4-methoxyphenyl}-3-[1-(5-hydroxypentyl)-4-methyl-1H-benzotriazol-5-yl]propanoate OC=1C=CC2=C(CN(S(O2)(=O)=O)C(C)C=2C=C(C=CC2OC)C(CC(=O)OCC)C2=C(C3=C(N(N=N3)CCCCCO)C=C2)C)C1